COC(=O)C1=NC(=CC(=C1Cl)N)C1=C(C(=C(C=C1)Cl)OC)F 4-amino-3-chloro-6-(4-chloro-2-fluoro-3-methoxy-phenyl)pyridine-2-carboxylic acid methyl ester